FC1=CC=C(CS(=O)(=O)N2OCC[C@H]2C2=CC=CC=C2)C=C1 (S)-2-((4-fluorobenzyl)sulfonyl)-3-phenylisoxazolidine